4-Chloro-N-[1-[1-(difluoromethyl)pyrazol-3-yl]-1-methyl-ethyl]-6-(1-tetrahydropyran-2-ylindazol-6-yl)-1,3,5-triazin-2-amine ClC1=NC(=NC(=N1)C1=CC=C2C=NN(C2=C1)C1OCCCC1)NC(C)(C)C1=NN(C=C1)C(F)F